3-[(5-chloro-1H-indol-2-yl)methyl]-1-[1-(5-fluoropyrimidine-2-carbonyl)piperidin-3-yl]-1-methylurea ClC=1C=C2C=C(NC2=CC1)CNC(N(C)C1CN(CCC1)C(=O)C1=NC=C(C=N1)F)=O